C1(CCC(N1C(C(=O)[O-])(CCCCCC(=O)[O-])N1C(CCC1=O)=O)=O)=O bissuccinimidosuberate